BrC1=C(C=CC(=C1)F)C=1C(=NN(C1NC1=C(C=CC=C1)Cl)C)C 4-(2-Bromo-4-fluorophenyl)-N-(2-chlorophenyl)-1,3-dimethyl-1H-pyrazol-5-amine